butyl (R)-(1-(5-chloro-6-oxo-1,6-dihydropyridazin-4-yl)pyrrolidin-3-yl)carbamate ClC1=C(C=NNC1=O)N1C[C@@H](CC1)NC(OCCCC)=O